benzyl (R)-(3-amino-1-(3-bromophenyl)propyl)carbamate NCC[C@H](C1=CC(=CC=C1)Br)NC(OCC1=CC=CC=C1)=O